NC=1C2=C(N=CN1)N(C=C2C2=C(C=C(C=C2)NC([C@H](O)C2=CC(=CC=C2)F)=O)C)C (2R)-N-[4-(4-amino-7-methyl-pyrrolo[2,3-d]pyrimidin-5-yl)-3-methylphenyl]-2-(3-fluorophenyl)-2-hydroxy-acetamide